benzo[4,5]imidazo[1,2-a]pyrimidine N=1C=2N(C=CC1)C1=C(N2)C=CC=C1